C(C=C)(=O)OC1=CC2=CC=CC=C2C(=C1)C1CCC=2C(=NC(=NC2C1)OC[C@H]1N(CCC1)C)N1CC(N(CC1)C(C=C)=O)CC#N 4-(4-(4-acryloyl-3-(cyanomethyl)piperazin-1-yl)-2-(((S)-1-methylpyrrolidin-2-yl)methoxy)-5,6,7,8-tetrahydroquinazolin-7-yl)naphthalen-2-yl acrylate